C1(=CC=CC2=CC=CC=C12)CC1=CC=CC2=CC=CC=C12 r-dinaphthylmethane